ClC1=CC2=C(N=N1)N(C=C2)[C@@H]2CC[C@H]1CN(C[C@H]12)C(=O)C=1SC(=CC1)C |o1:10,13,17| rel-[(3aS,4R,6aR)-4-(3-Chloro-7H-pyrrolo[2,3-c]pyridazin-7-yl)hexahydrocyclopenta[c]pyrrol-2(1H)-yl](5-methyl-2-thienyl)methanone